ClC1=C(C=C(C(=O)NC2=CC(=C(C=C2)C)NC2=NC=CC=C2C2=C3N=CN(C3=NC=N2)C2OCCCC2)C=C1)C1(CC1)C#N 4-chloro-3-(1-cyanocyclopropyl)-N-(4-methyl-3-((3-(9-(tetrahydro-2H-pyran-2-yl)-9H-purin-6-yl)pyridin-2-yl)amino)phenyl)benzamide